6-fluoro-N-methyl-5-(4-((6-oxo-6,7,8,9-tetrahydro-5H-cyclopenta[c][1,5]naphthyridin-3-yl)methyl)piperazin-1-yl)picolinamide FC1=C(C=CC(=N1)C(=O)NC)N1CCN(CC1)CC1=CN=C2C3=C(C(NC2=C1)=O)CCC3